4-morpholinomethyl-morpholine O1CCN(CC1)CN1CCOCC1